CC1(CCOCC1)C(=O)N 4-methyltetrahydro-2H-pyran-4-carboxamide